(R)-7-(((R)-1,4-dioxan-2-yl)methyl)-3-((3-fluoro-2-methoxyphenyl)amino)-2-(2-methylpyrimidin-4-yl)-1,5,6,7-tetrahydro-4H-pyrrolo[3,2-c]pyridin-4-one O1[C@@H](COCC1)C[C@H]1C2=C(C(NC1)=O)C(=C(N2)C2=NC(=NC=C2)C)NC2=C(C(=CC=C2)F)OC